FC(CN1C(=NC2=C1C=C(C=C2)C2=CNC=1N=C(N=CC12)NC1CCC2(COC2)CC1)C)F 5-(1-(2,2-difluoroethyl)-2-methyl-1H-benzo[d]imidazol-6-yl)-N-(2-oxaspiro[3.5]nonan-7-yl)-7H-pyrrolo[2,3-d]pyrimidin-2-amine